COC1=C2C(=NC=C1)NC=C2C2=CC=1N(C=C2)N=CC1C(=O)N[C@@H](C(F)(F)F)C (R)-5-(4-methoxy-1H-pyrrolo[2,3-b]pyridin-3-yl)-N-(1,1,1-trifluoropropan-2-yl)pyrazolo[1,5-a]pyridine-3-carboxamide